3,3-Difluoro-cyclobutanone FC1(CC(C1)=O)F